methyl 2-(6'-hydroxy-2'-oxo-1'-(tetrahydro-2H-pyran-4-yl)spiro[cyclopropane-1,3'-indolin]-4'-yl)acetate OC1=CC(=C2C3(C(N(C2=C1)C1CCOCC1)=O)CC3)CC(=O)OC